ClC1=C(CCN2CCC(CC2)(C(=O)O)CC2=NC(=CC(=C2F)C)NC2=NNC(=C2)C)C(=CC=C1)Cl 1-(2,6-dichlorophenethyl)-4-((3-fluoro-4-methyl-6-((5-methyl-1H-pyrazol-3-yl)amino)pyridin-2-yl)methyl)piperidine-4-carboxylic acid